5-(3-isocyanatophenyl)methoxypyridine N(=C=O)C=1C=C(C=CC1)COC=1C=CC=NC1